(5-nitrothiazol-2-yl)-2-(phenylamino)benzamide [N+](=O)([O-])C1=CN=C(S1)C=1C(=C(C(=O)N)C=CC1)NC1=CC=CC=C1